C(#N)C=1C=CC(=C2C=CC=NC12)N1C[C@@H](C[C@@H](C1)C(F)(F)F)NC(CC1CCN(CC1)C(C)C)=O N-[(3R,5S)-1-(8-Cyano-quinolin-5-yl)-5-trifluoromethyl-piperidin-3-yl]-2-(1-isopropyl-piperidin-4-yl)-acetamide